CC1=CC2=C(C3=CC=CC=C3C(=C2C=C1C)OCCC)OCCC 2,3-dimethyl-9,10-dipropoxyanthracene